C(C)C1=CC=C(C=C1)C(C)=O p-ethyl-acetophenone